CNC(=O)C1CCC(CC1)=O N-methyl-4-oxo-cyclohexanecarboxamide